FC(C=1C(=NC(=NC1)NC=1C(=NN(C1)C1CCN(CC1)C)C)NCCCN1CCN(CCC1=O)C)F 4-(3-((5-(difluoromethyl)-2-((3-methyl-1-(1-methylpiperidin-4-yl)-1H-pyrazol-4-yl)amino)pyrimidin-4-yl)amino)propyl)-1-methyl-1,4-diazepan-5-one